C(#N)CN1CCN(CC1)C=1N=C(C2=C(C=NNC2=O)N1)NC1=CC=C(CN2CCC(CC2)C(=O)O)C=C1 1-(4-((2-(4-(cyanomethyl)piperazin-1-yl)-5-oxo-5,6-dihydropyrimido[4,5-d]pyridazin-4-yl)amino)benzyl)piperidine-4-carboxylic acid